2-oxo-1,2-dihydroquinoline O=C1NC2=CC=CC=C2C=C1